cedranediol C[C@@H]1CC[C@@H]2C13CC[C@@](C(C3)[C@@]2(C)CO)(C)O